tert-butyl N-{[(1-benzylpiperidin-4-yl)carbamoyl] methyl}carbamate C(C1=CC=CC=C1)N1CCC(CC1)NC(=O)CNC(OC(C)(C)C)=O